O1CCN(CC1)C1=NC=CC=C1 2-morpholinopyridin